2-oxo-4-[(3S)-2-oxopyrrolidin-3-yl]Butyl di-tert-butyl phosphate P(=O)(OCC(CC[C@@H]1C(NCC1)=O)=O)(OC(C)(C)C)OC(C)(C)C